C(\C=C\C=C\C)OC1=CC=C(C=C1)[C@H](CC(=O)O)C#CC (3S)-3-{4-[(2E,4E)-hex-2,4-dien-1-yloxy]phenyl}hex-4-ynoic acid